N1CC(C1)C1=CC=2N(C=C1F)C(=CN2)C2=CC(=C(C(=O)NC1CC1)C(=C2)OC)OC(F)F 4-[7-(azetidin-3-yl)-6-fluoro-imidazo[1,2-a]pyridin-3-yl]-N-cyclopropyl-2-(difluoromethoxy)-6-methoxy-benzamide